ethyl (S)-5-amino-6-((oxetan-2-ylmethyl)amino)picolinate NC=1C=CC(=NC1NC[C@H]1OCC1)C(=O)OCC